ClC1=CC=2N(C=C1)N=CC2C2=CC=CC(=N2)N2CC1NC(C2)C1 3-(6-(5-chloropyrazolo[1,5-a]pyridin-3-yl)pyridin-2-yl)-3,6-diazabicyclo[3.1.1]heptane